6-fluoro-2,3-dihydrobenzofuran-5-carboxylic acid methyl ester COC(=O)C=1C(=CC2=C(CCO2)C1)F